CSC=1N=CC2=C(N1)C=NC=C2 2-(methylthio)pyrido[3,4-d]Pyrimidine